6-chloro-8-methyl-1,2,3,4-tetrahydro-1,4-methylenebenzo[4,5]imidazo[1,2-a]pyridine ClC1=CC(=CC2=C1N=C1N2C2CCC1C2)C